FC(C1=CC(=NC2=CC=CC=C12)N)(F)F 4-(trifluoromethyl)quinolin-2-amine